5-BROMO-1-(4-CHLOROPHENYL)-3-(2,4-DIFLUOROPHENYL)-1H-PYRAZOLE-4-CARBOXALDEHYDE BrC1=C(C(=NN1C1=CC=C(C=C1)Cl)C1=C(C=C(C=C1)F)F)C=O